ClC1=CC(=C(CNCC2CCNCC2)C=C1F)OCC N-(4-chloro-2-ethoxy-5-fluorobenzyl)-1-(piperidin-4-yl)methanamine